3-(4-methoxyphenyl)-6-nitro-2-(pyrrolidin-2-yl)quinazolin-4(3H)-one COC1=CC=C(C=C1)N1C(=NC2=CC=C(C=C2C1=O)[N+](=O)[O-])C1NCCC1